O=C1NC(CCC1C1=C(C=C(C=C1F)N1CC(C1)NC(OCC1CCC(CC1)C)=O)F)=O ((1r,4r)-4-methylcyclohexyl)methyl (1-(4-(2,6-dioxopiperidin-3-yl)-3,5-difluorophenyl)azetidin-3-yl)carbamate